N1(CC(CC=CCC1)C(=O)OC)C(=O)OC(C)(C)C 1-tert-butyl 3-methyl 3,4,7,8-tetrahydro-2H-azocine-1,3-dicarboxylate